N-(3-imidazolylpropyl)methacrylamide N1C(=NC=C1)CCCNC(C(=C)C)=O